diethyl 2-(ureidomethylene)malonate N(C(=O)N)C=C(C(=O)OCC)C(=O)OCC